C(O[C@@H]1[C@](O[C@H](C1)N1C=CC2=C1N=C(N=C2N)Cl)(CO)C#C)(OCCCCCCCCC)=O (2R,3S,5R)-5-(4-amino-2-chloro-7H-pyrrolo[2,3-d]pyrimidin-7-yl)-2-ethynyl-2-(hydroxymethyl)tetrahydrofuran-3-yl nonyl carbonate